C(C)CC(CC(=O)[O-])=O.C(C)CC(CC(=O)[O-])=O.C(C)CC(CC(=O)[O-])=O.[Zr+3] zirconium tri(ethylacetoacetate)